Dimethyldiethoxysilan C[Si](OCC)(OCC)C